1,3-dimethyl-3-((trifluoromethyl)thio)indol-2-one CN1C(C(C2=CC=CC=C12)(SC(F)(F)F)C)=O